CN1N=NC2=C1C=CC(=C2)C2=NN(C(=C2)C2=CC=C(C=C2)C)CC2=CC=C(C(=O)NO)C=C2 4-{[3-(1-methyl-1H-benzo[d][1,2,3]triazol-5-yl)-5-(4-methylphenyl)-1H-pyrazol-1-yl]methyl}-N-hydroxybenzoamide